(R)-(2-(4-bromo-2-fluorophenyl)-7-cyclopropyl-1-methyl-1H-imidazo[4,5-b]pyridin-5-yl)(1-methyl-3,4-dihydroisoquinolin-2(1H)-yl)methanone BrC1=CC(=C(C=C1)C=1N(C=2C(=NC(=CC2C2CC2)C(=O)N2[C@@H](C3=CC=CC=C3CC2)C)N1)C)F